N1C=NC2=C1C=C(C=C2)CN(C2=CC(=CC=C2)COCCOCCN2CCOCC2)CC2=CC(=CC=C2)OC N-((1H-benzo[d]imidazol-6-yl)methyl)-N-(3-methoxybenzyl)-3-((2-(2-morpholinoethoxy)ethoxy)methyl)aniline